L-aspartate hydrochloride Cl.N[C@@H](CC(=O)O)C(=O)O